[Br-].[Br-].C(C1=CC=CC=C1)OC(=O)NCCCN1C=[N+](C(=C1)Cl)CCCC[N+]1=CN(C(=C1)Cl)CCCCN1C=NC(=C1)Cl 1-(3-(((benzyloxy)carbonyl)amino)propyl)-4-chloro-3-(4-(5-chloro-1-(4-(4-chloro-1H-imidazol-1-yl)butyl)-1H-imidazol-3-ium-3-yl)butyl)-1H-imidazol-3-ium dibromide